[N-](S(=O)(=O)C(F)(F)F)S(=O)(=O)C(F)(F)F.C(C)N1CN(C=C1)CC 1,3-diethyl-imidazole bis(trifluoromethanesulfonyl)imide salt